Cyclopentyl-6-((5-methoxy-2-methylphenyl)amino)-3-methyl-1,3-dihydro-2H-imidazo[4,5-c]pyridin-2-one C1(CCCC1)N1C(N(C=2C=NC(=CC21)NC2=C(C=CC(=C2)OC)C)C)=O